1-(5-Bromo-2-(difluoromethoxy)phenyl)-3-methyl-6-(pyrazolo[1,5-a]pyrimidin-3-yl)-1H-pyrazolo[4,3-c]pyridine BrC=1C=CC(=C(C1)N1N=C(C=2C=NC(=CC21)C=2C=NN1C2N=CC=C1)C)OC(F)F